N1=C(C=CC=C1)C(=O)[O-] pyridinyl-carboxylate